NC1=C(C(=NC=N1)OC1=CC(=C(C=C1)NC(=O)NC1=CC(=NN1C1=CC(=C(C(=C1)F)OC)F)C(C)(C)C)F)C#N (4-((6-amino-5-cyanopyrimidin-4-yl)oxy)-2-fluorophenyl)-3-(3-(tert-butyl)-1-(3,5-difluoro-4-methoxyphenyl)-1H-pyrazol-5-yl)urea